(R)-[1,1'-binaphthalene]-2,2'-bisdiazonium C=1(C(=CC=C2C=CC=CC12)[N+]#N)C=1C(=CC=C2C=CC=CC12)[N+]#N